n-docosyltetracosyl ether C(CCCCCCCCCCCCCCCCCCCCC)OCCCCCCCCCCCCCCCCCCCCCCCC